5-(hydroxyimino)-1,3-dimethylpyrimidine-2,4,6(1h,3h,5h)-trione ON=C1C(N(C(N(C1=O)C)=O)C)=O